COC1=CC=C(CC=2N(C3=C(C(N(C=4C=CC=CC34)C=3C(=NC=CC3)C)=O)N2)C)C=C1 2-(4-methoxybenzyl)-1-methyl-5-(2-methylpyridin-3-yl)-1,5-dihydro-4H-imidazo[4,5-c]quinoline-4-on